(1R,2S)-2-(((2,4-dimethoxybenzyl)oxy)carbonyl)-2-methylcyclohexane-1-carboxylic acid COC1=C(COC(=O)[C@@]2([C@@H](CCCC2)C(=O)O)C)C=CC(=C1)OC